3-((benzyloxy)Methyl)-N-((3-methylpyrazin-2-yl)methyl)-1,2,4-thiadiazole-5-carboxamide C(C1=CC=CC=C1)OCC1=NSC(=N1)C(=O)NCC1=NC=CN=C1C